decan-7-yl butyrate C(CCC)(=O)OC(CCCCCC)CCC